4-(2-(2-(1-methyl-1H-pyrazol-4-yl)ethoxy)-6-(3-(m-tolyl)-1H-pyrazol-1-yl)pyrimidin-4-yl)morpholine CN1N=CC(=C1)CCOC1=NC(=CC(=N1)N1CCOCC1)N1N=C(C=C1)C=1C=C(C=CC1)C